ClC1=C2C=NNC2=CC=C1NC1=NN(C=C1C)C1=CC2=C(N(CCO2)CC(=O)OC)C=C1 methyl 2-[7-[3-[(4-chloro-1H-indazol-5-yl)amino]-4-methyl-pyrazol-1-yl]-2,3-dihydro-1,4-benzoxazin-4-yl]acetate